ClC1=CC=C(C=C1)C(C(F)(F)F)NS(=O)(=O)C1=CN(C(C=C1)=O)CCOC N-(1-(4-chlorophenyl)-2,2,2-trifluoroethyl)-1-(2-methoxyethyl)-6-oxo-1,6-dihydropyridine-3-sulfonamide